BrC1=CC=C2CC[C@H](C2=C1)OC1=C(C=CC=C1)CC(=O)OCC (R)-ethyl 2-(2-((6-bromo-2,3-dihydro-1H-inden-1-yl)oxy)phenyl)acetate